2-BORONO-4-CHLOROBENZOIC ACID B(O)(O)C1=C(C(=O)O)C=CC(=C1)Cl